C(N)(=O)C1=C(SC(=C1)C)N1C(=C(C=C1C)C(=O)NC1=NC2=C(N1)C=C(C=C2)OC)C 1-(3-carbamoyl-5-methylthiophene-2-yl)-N-(6-methoxy-1H-benzo[d]imidazol-2-yl)-2,5-dimethyl-1H-pyrrole-3-carboxamide